4-[1-(2,6-dibenzyloxy-3-pyridinyl)-3-methyl-2-oxo-benzoimidazol-5-yl]-3,6-dihydro-2H-pyridine-1-carboxylic acid tert-butyl ester C(C)(C)(C)OC(=O)N1CCC(=CC1)C1=CC2=C(N(C(N2C)=O)C=2C(=NC(=CC2)OCC2=CC=CC=C2)OCC2=CC=CC=C2)C=C1